C(C)(C)(C)OC(=O)N1C(CCC(C1)O)C=1C=CC2=C(N=CS2)C1 (benzo[d]thiazol-5-yl)-5-hydroxypiperidine-1-carboxylic acid tert-butyl ester